5-Methyl-2-(4,4,5,5-tetramethyl-1,3,2-dioxaborolane-2-yl)-4,5,6,7-tetrahydrothieno[3,2-c]pyridine CN1CC2=C(CC1)SC(=C2)B2OC(C(O2)(C)C)(C)C